4-vinyl-benzophenone C(=C)C1=CC=C(C(=O)C2=CC=CC=C2)C=C1